C(=CCCC)P(O)(=O)C1CCCC1 pentenyl-cyclopentyl-phosphinic acid